CN1N=CC2=CC=C(C=C12)C1=CC=C2C(CCOC2=C1)NC(O[C@@H]1CN2CCC1CC2)=O (S)-quinuclidin-3-yl (7-(1-methyl-1H-indazol-6-yl)chroman-4-yl)carbamate